C(C)NCCO 2-(ethylamino)-1-ethanol